9,9-bis[4-(2-hydroxyethoxy)-3,5-diisopropylphenyl]fluorene OCCOC1=C(C=C(C=C1C(C)C)C1(C2=CC=CC=C2C=2C=CC=CC12)C1=CC(=C(C(=C1)C(C)C)OCCO)C(C)C)C(C)C